7-((6-((dimethylamino)-methyl)-5-(4-fluorotetra-hydro-2H-pyran-4-yl)pyridin-2-yl)amino)-4-(7-fluoroimidazo[1,2-a]pyridin-3-yl)isoindolin-1-one CN(C)CC1=C(C=CC(=N1)NC=1C=CC(=C2CNC(C12)=O)C1=CN=C2N1C=CC(=C2)F)C2(CCOCC2)F